C(C1=CC=CC=C1)OC1=CC=CC=2C3NC(N(C(OC21)(C3)C)C=3C=C(C(=O)NCCCC2=CC=CC=C2)C=CC3)=O 3-(10-(Benzyloxy)-2-methyl-4-oxo-5,6-dihydro-2H-2,6-methanobenzo[g][1,3,5]oxadiazocin-3(4H)-yl)-N-(3-phenylpropyl)benzamid